N-acetyloxy-1-(4-phenylsulfanylphenyl)-3-cyclopentylpropan-1-one-2-imine C(C)(=O)ON=C(C(=O)C1=CC=C(C=C1)SC1=CC=CC=C1)CC1CCCC1